OC1(CC(CNC1)CNS(=O)(=O)C)C N-((5-hydroxy-5-methylpiperidin-3-yl)methyl)methanesulfonamide